C(C)N(C1=CC(=C(C=O)C=C1)O)CC 4-Diethylamino-2-hydroxybenzaldehyd